N-[(1S,2S)-2-Hydroxycyclohexyl]-4-(3-fluorobenzyl)-pyrrolo[1,2-b]pyridazine-2-carboxamide O[C@@H]1[C@H](CCCC1)NC(=O)C=1C=C(C=2N(N1)C=CC2)CC2=CC(=CC=C2)F